((6-chloro-2,3-dihydrobenzofuran-5-yl)amino)-9-(3-hydroxy-3-methylcyclohexyl)-7-methyl-7,9-dihydro-8H-purin-8-one ClC1=CC2=C(CCO2)C=C1NC1=NC=C2N(C(N(C2=N1)C1CC(CCC1)(C)O)=O)C